Cl.COC1=NC=C(C=C1)B(O)O (2-METHOXY-5-PYRIDINYL)BORONIC ACID HYDROCHLORIDE